N-methyl-3-(5-(1-(1-methylpiperidin-4-yl)-1,6-dihydroimidazo[4,5-d]pyrrolo[2,3-b]pyridin-2-yl)furan-2-yl)acrylamide CNC(C=CC=1OC(=CC1)C1=NC=2C(=C3C(=NC2)NC=C3)N1C1CCN(CC1)C)=O